methyl 4-[5-(hydroxymethyl)-2-methoxyphenyl]-6-methylpyridine-3-carboxylate OCC=1C=CC(=C(C1)C1=C(C=NC(=C1)C)C(=O)OC)OC